N-(1-(4-chlorophenyl)-2,2,2-trifluoroethyl)-1-ethyl-6-oxo-1,6-dihydropyridine-3-sulfonamide ClC1=CC=C(C=C1)C(C(F)(F)F)NS(=O)(=O)C1=CN(C(C=C1)=O)CC